O=C1NC(CCC1N1C(C2=CC=C(C=C2C1=O)NCCCOCCCOCCCOC1=CC=C(C=C1)C(C)(C)C1=CC=C(OCC2=NC(=NC=C2)NS(=O)(=O)C)C=C1)=O)=O N-(4-((4-(2-(4-(3-(3-(3-((2-(2,6-dioxopiperidin-3-yl)-1,3-dioxoisoindolin-5-yl)amino)propoxy)propoxy)propoxy)phenyl)propan-2-yl)phenoxy)methyl)pyrimidin-2-yl)methanesulfonamide